BrC1=CC=C(C=C1)CC1(CN(CC1)CCCF)F 3-[(4-bromophenyl)methyl]-3-fluoro-1-(3-fluoropropyl)pyrrolidine